C[C@]12CC[C@@H](CC1=CC[C@@H]3[C@@H]2CC[C@]4([C@H]3C[C@H](C4=O)O)C)O 5-androstene-3β,16α-diol-17-one